CC1=NCC(N1C)=O 3,5-dihydro-2,3-dimethyl-4H-imidazol-4-one